N-(3-(cyclopentylsulfonyl)phenyl)-6-((1,3-dihydroxy-2-methylpropan-2-yl)amino)-2-(6-azaspiro[2.5]octan-6-yl)nicotinamide C1(CCCC1)S(=O)(=O)C=1C=C(C=CC1)NC(C1=C(N=C(C=C1)NC(CO)(CO)C)N1CCC2(CC2)CC1)=O